3-[4,5-dimethylthiazol-2-yl]-2,5-diphenyltetrazolium ammonium chloride [Cl-].[NH4+].CC=1N=C(SC1C)N1N([NH2+]C(=N1)C1=CC=CC=C1)C1=CC=CC=C1.[Cl-]